((3R,4R)-1-benzyl-4-methylpiperidin-3-yl)carbamic acid methyl ester COC(N[C@H]1CN(CC[C@H]1C)CC1=CC=CC=C1)=O